(Z)-3,7,11,15-tetramethylhexadeca-10-en-1-yn-3-ol CC(C#C)(CCCC(CC\C=C(/CCCC(C)C)\C)C)O